FC1(CC1)C1=CC(=NC(=N1)C1=C2C(=NC=C1)NC=C2)N2[C@@H](COCC2)C (R)-4-(6-(1-fluorocyclopropyl)-2-(1H-pyrrolo[2,3-b]pyridin-4-yl)pyrimidin-4-yl)-3-methylmorpholine